COC(OC)=O.NC1=CC=C(CC2=C(N)C=CC(=C2)CC2=CC=C(C=C2)N)C=C1 2,4-bis(4'-aminobenzyl)aniline Dimethylcarbonat